α,α-bis(4-bromophenyl)-β-phenylphenylethyl alcohol BrC1=CC=C(C=C1)C(C(C1=CC=CC=C1)C1=CC=CC=C1)(C1=CC=C(C=C1)Br)O